N([2H])[C@](C(=O)O)(CC)C (S)-amino-d-methyl-butyric acid